[7-[(6S)-6-amino-5,6,7,8-tetrahydroquinolin-2-yl]-1,4-dioxa-7-azaspiro[4.4]nonan-9-yl]carbamic acid tert-butyl ester C(C)(C)(C)OC(NC1CN(CC12OCCO2)C2=NC=1CC[C@@H](CC1C=C2)N)=O